ClC1=NN(C=C1C(=O)N[C@H]1C[C@H](CCC1)NC1=CC(=NC2=CC=C(C=C12)F)C(F)(F)F)CC(C)(C)O 3-chloro-N-[(1r,3s)-3-{[6-fluoro-2-(trifluoromethyl)quinolin-4-yl]amino}cyclohexyl]-1-(2-hydroxy-2-methylpropyl)-1H-pyrazole-4-carboxamide